(5-(5-(5-methyl-4,5,6,7-tetrahydropyrazolo[1,5-a]pyrazin-3-yl)-1H-pyrrolo[2,3-b]pyridin-3-yl)pyrazolo[1,5-a]pyridin-3-yl)(piperidin-1-yl)methanone CN1CC=2N(CC1)N=CC2C=2C=C1C(=NC2)NC=C1C1=CC=2N(C=C1)N=CC2C(=O)N2CCCCC2